2,2-difluoro-6-oxo-6H-[1,3]dioxolo[4,5-h]pyrido[2,1-b]quinazoline-11-carboxylic acid FC1(OC2=C(C=CC=3C(N4C(=NC23)C(=CC=C4)C(=O)O)=O)O1)F